(2R,3S,4S,5R,6R)-2,3,4-tribenzyloxy-5-(benzyloxymethyl)-5,6-dihydroxy-1-(piperazin-1-yl)-heptan-1-one methanesulfonate CS(=O)(=O)O.C(C1=CC=CC=C1)O[C@@H](C(=O)N1CCNCC1)[C@H]([C@@H]([C@@]([C@@H](C)O)(O)COCC1=CC=CC=C1)OCC1=CC=CC=C1)OCC1=CC=CC=C1